4-(1-(4-(3-cyanophenyl)-1-(4-(trifluoromethyl)benzyl)-1H-indole-7-carboxamido)cyclopropyl)benzoic acid C(#N)C=1C=C(C=CC1)C1=C2C=CN(C2=C(C=C1)C(=O)NC1(CC1)C1=CC=C(C(=O)O)C=C1)CC1=CC=C(C=C1)C(F)(F)F